C(C1=CC=CC=C1)C=1C=C(C=CC1)C1=CC(=C(C(=C1)C(C)C)CC(=O)NS(=O)(=O)C1=CC=C(C=C1)CN(C)C)C(C)C 2-[4-(3-benzylphenyl)-2,6-bis(propan-2-yl)phenyl]-N-{4-[(dimethylamino)methyl]benzene-sulfonyl}acetamide